CN1CCN(CC1)C=1C=CC(=NC1)NC=1C=CC(=C2CNC(C12)=O)C1=NC(=NC=C1)C1CCOCC1 7-((5-(4-methylpiperazin-1-yl)pyridin-2-yl)amino)-4-(2-(tetrahydro-2H-pyran-4-yl)pyrimidin-4-yl)isoindolin-1-one